C(C)C=1C(=C(C(=O)O)C=CC1O)CC diethyl-4-hydroxybenzoic acid